ClC1=CC=C2C(=N1)N=C(O2)N2CCN(CC2)C(=O)C=2C=NC(=C(C2)C)C#C (4-(5-chlorooxazolo[4,5-b]pyridin-2-yl)piperazin-1-yl)(6-ethynyl-5-methylpyridin-3-yl)methanone